FC1=C2C=CC=NC2=CC(=C1)F 5,7-difluoroquinolin